CN(C12CCC(CC1)(CC2)CO)C (4-(dimethylamino)bicyclo[2.2.2]oct-1-yl)methanol